6-Cyclobutoxy-2-(1-methyl-2-oxabicyclo[2.1.1]hex-4-yl)-N-(6-methylpyrazolo[1,5-a]pyrimidin-3-yl)-2H-indazole-5-carboxamide trifluoroacetate FC(C(=O)O)(F)F.C1(CCC1)OC=1C(=CC2=CN(N=C2C1)C12COC(C1)(C2)C)C(=O)NC=2C=NN1C2N=CC(=C1)C